NC=1C=C(C=C2C(N(C(C12)=O)CC1=CC=C(C=C1)OC)C1=C(C=CC=C1)C)Br 7-amino-5-bromo-2-(4-methoxybenzyl)-3-(o-tolyl)isoindolin-1-one